dimethylsilylbis(2-methylindenyl)hafnium C[SiH](C)[Hf](C1C(=CC2=CC=CC=C12)C)C1C(=CC2=CC=CC=C12)C